5-(3-acetylpyridin-2-yl)-N-(4-((difluoromethoxy)methyl)-3-fluorobenzyl)-2-fluorobenzamide C(C)(=O)C=1C(=NC=CC1)C=1C=CC(=C(C(=O)NCC2=CC(=C(C=C2)COC(F)F)F)C1)F